ClC=1C=C(N)C=C(C1OC1=NN=C(C2=CC=CC=C12)Cl)Cl 3,5-dichloro-4-((4-chlorophthalazin-1-yl)oxy)aniline